ClC=1C=NN2C1N=C(C=C2Cl)Cl 3,5,7-trichloropyrazolo[1,5-a]pyrimidine